(3,5-DIMETHYL-D6)-PHENYLBORONIC ACID [2H]C([2H])([2H])C1=CC(=CC(=C1)B(O)O)C([2H])([2H])[2H]